OC1=C(C(N(C2=CC=CC=C12)CC1=CC=C(C=C1)N1C(COCC1)=O)=O)C(=O)NCC(=O)O (4-hydroxy-2-oxo-1-(4-(3-oxomorpholinyl)benzyl)-1,2-dihydroquinoline-3-carboxamido)acetic acid